3-(2-methylphenyl)-1-(prop-2-yn-1-yl)-2,3,6,7-tetrahydro-1H-purine-2,6-dione CC1=C(C=CC=C1)N1C(N(C(C=2NC=NC12)=O)CC#C)=O